(2,3,5,6-tetrafluorophenyl)methyl (1R,3S)-3-(2,2-dichloroethenyl)-2,2-dimethylcyclopropane-1-carboxylate ClC(=C[C@H]1C([C@@H]1C(=O)OCC1=C(C(=CC(=C1F)F)F)F)(C)C)Cl